C(C)(C)(C)OC(=O)N1C2=C(OCC1)N=CC(=C2C)C=2C=C1C=C(N=CC1=C(C2F)Cl)N 7-(3-amino-8-Chloro-7-fluoroisoquinolin-6-yl)-8-methyl-2,3-dihydro-1H-pyrido[2,3-b][1,4]oxazine-1-carboxylic acid Tert-butyl ester